CC=1C=C(C=CC(=O)O)C=CC1 3-methyl-cinnamic acid